4-(N-(2-fluorophenyl)sulfamoyl)-N-(4-(trifluoromethoxy)phenyl)benzamide FC1=C(C=CC=C1)NS(=O)(=O)C1=CC=C(C(=O)NC2=CC=C(C=C2)OC(F)(F)F)C=C1